1-Amino-1-cyclopentyl-methanol NC(O)C1CCCC1